(R)-N-(1-(7-aminoheptyl)piperidin-3-yl)-5-chloro-4-(1H-indol-3-yl)pyrimidin-2-amine NCCCCCCCN1C[C@@H](CCC1)NC1=NC=C(C(=N1)C1=CNC2=CC=CC=C12)Cl